CC1(COC2(N1)C(CCC2)CCCCC)CO (±)-(3-methyl-6-pentyl-1-oxa-4-azaspiro[4.4]nonan-3-yl)methanol